Iso-propyl ether C(C)(C)OC(C)C